tert-butyl-(E)-4-(2-((4-fluoro-1-(2-fluorophenyl) piperidin-4-yl) methylene)-1-oxo-2,3-dihydro-1H-inden-5-yl)-3,6-dihydropyridin-1(2H)-carboxylate C(C)(C)(C)OC(=O)N1CCC(=CC1)C=1C=C2C\C(\C(C2=CC1)=O)=C/C1(CCN(CC1)C1=C(C=CC=C1)F)F